C(C)(C)(C)OC(=O)N1CCC(C1)(F)F tert-butyl-4,4-difluoropyrrolidine-1-carboxylate